(2-amino-3-(3-((2-(3-fluorophenethoxy)pyridin-4-yl)methyl)isoxazol-5-yl)pyridin-1-ium-1-yl)methyl hydrogen phosphate P(=O)(OC[N+]1=C(C(=CC=C1)C1=CC(=NO1)CC1=CC(=NC=C1)OCCC1=CC(=CC=C1)F)N)(O)[O-]